NC1=CC=C(C=C1)S(=O)(=O)CP(OC(C)C)(OC(C)C)=O diisopropyl (4-aminophenylsulfonyl)methylphosphonate